2-(((3-((1-(2,4-dichlorophenyl)-2-oxo-2-(6'-(trifluoromethoxy)spiro[cyclopropane-1,3'-indolin]-1'-yl)ethyl)amino)-5-methoxybenzylidene)amino)oxy)-2-methylpropanoic acid ClC1=C(C=CC(=C1)Cl)C(C(N1CC2(C3=CC=C(C=C13)OC(F)(F)F)CC2)=O)NC=2C=C(C=NOC(C(=O)O)(C)C)C=C(C2)OC